(2-fluorophenyl)(methyl)((5-(5-(trifluoromethyl)-1,2,4-oxadiazol-3-yl)pyrimidin-2-yl)imino)-λ6-sulfanone FC1=C(C=CC=C1)S(=O)(=NC1=NC=C(C=N1)C1=NOC(=N1)C(F)(F)F)C